N1N=NN=C1C1=C(C=CC=C1)C1=CC=CC=C1 2'-(1H-tetrazol-5-yl)biphenyl